[4-amino-2-[3-chloro-4-(dimethylamino)anilino]thiazol-5-yl]-phenyl-methanone NC=1N=C(SC1C(=O)C1=CC=CC=C1)NC1=CC(=C(C=C1)N(C)C)Cl